C1(CC1)CN1C(=CC=2C1=NC(=CC2)C=C)C=2N=C1N(C(=CC(=C1)C(=O)O)OC)C2C 2-[1-(cyclopropylmethyl)-6-vinyl-pyrrolo[2,3-b]pyridin-2-yl]-5-methoxy-3-methyl-imidazo[1,2-a]pyridine-7-carboxylic acid